5-((Dimethylamino)methyl)furan-2-sulfonamide CN(C)CC1=CC=C(O1)S(=O)(=O)N